(4-(2-(2,6-Dioxopiperidin-3-yl)-1,3-Dioxoisoindolin-5-yl)piperazin-1-yl)acetaldehyde O=C1NC(CCC1N1C(C2=CC=C(C=C2C1=O)N1CCN(CC1)CC=O)=O)=O